C(C)O[Si](CCCN1N=NN=C1)(OCC)OCC 1-[3-(triethoxysilyl)propyl]-1,2,3,4-tetrazole